6-chloro-2-(5-phenylfuran-2-yl)-1H-benzo[d]imidazole ClC=1C=CC2=C(NC(=N2)C=2OC(=CC2)C2=CC=CC=C2)C1